C(C)(C)C1=CC=2N(C=C1)C(=CN2)C2=C1C=NC(C1=CC=C2)=O 4-(7-isopropylimidazo[1,2-a]pyridin-3-yl)isoindol-1-one